N1=CC(=C2N1CCN(C2)C(=O)OC(C)(C)C)C(=O)OC 5-tert-butyl 3-methyl 6,7-dihydropyrazolo[1,5-a]pyrazine-3,5(4H)-dicarboxylate